(dodecylthio) thioketone C(CCCCCCCCCCC)SC(=S)SCCCCCCCCCCCC